N-[rac-(1S,5R)-3-azabicyclo[3.1.0]hex-6-yl]piperidine-4-carboxamide [C@H]12CNC[C@@H]2C1NC(=O)C1CCNCC1 |r|